N-2-hydroxyethylpiperazine-N'-ethanesulfonic acid OCCN1CCN(CC1)CCS(=O)(=O)O